acryloyloxy ethyl-2-bromoethyl hydrogen phosphate P(=O)(OOC(C=C)=O)(OCC(Br)CC)O